BrC=1C=CC(=NC1C)C=1N=NN(C1CO)C (4-(5-bromo-6-methylpyridin-2-yl)-1-methyl-1H-1,2,3-triazol-5-yl)methanol